(S)-8-amino-3-(but-2-ynoyl)-1,2,3,4,4a,5-hexahydrobenzo[b]pyrazino[1,2-d][1,4]oxazine-9-carbonitrile NC=1C(=CC2=C(OC[C@H]3N2CCN(C3)C(C#CC)=O)C1)C#N